C12COCC(CN(C1)C1=NC(=NC3=C(C(=C(C=C13)Cl)C1=CC(=CC3=CC=CC(=C13)Cl)O)F)OC[C@H]1N(CCC1)C)N2 4-(4-(3-oxa-7,9-diazabicyclo[3.3.1]nonan-7-yl)-6-chloro-8-fluoro-2-(((S)-1-methylpyrrolidin-2-yl)methoxy)quinazolin-7-yl)-5-chloronaphthalen-2-ol